1,1,3,3-tetramethyl-2-(6-phenoxyhexyl)guanidine CN(C(=NCCCCCCOC1=CC=CC=C1)N(C)C)C